3-[(6-bromo-4-methyl-3-pyridinyl)sulfonyl]-6-fluoro-1,4-dimethyl-indole BrC1=CC(=C(C=N1)S(=O)(=O)C1=CN(C2=CC(=CC(=C12)C)F)C)C